BrC1=C(C=CC=C1)NC(C(=O)OCC)=O Ethyl 2-((2-bromophenyl) amino)-2-oxoacetate